4-amino-1-[3,3-difluoro-4-hydroxy-5-(hydroxymethyl)oxacyclopent-2-yl]-1,2-dihydropyrimidin-2-one NC1=NC(N(C=C1)C1OC(C(C1(F)F)O)CO)=O